6-[3-(Difluoromethyl)-4-fluoro-phenyl]-1-[(6-methoxypyrimidin-4-yl)methyl]pyrazolo[4,3-b]pyridine FC(C=1C=C(C=CC1F)C=1C=C2C(=NC1)C=NN2CC2=NC=NC(=C2)OC)F